C(C)(C)(C)OC(=O)N1CC2=C(CC1)N=C(S2)C=2C(=C(C=CC2)C2=C(C(=CC=C2)C=2OC1=C(N2)C=C(C=C1Cl)CO)C)C 2-(3'-(7-chloro-5-(hydroxymethyl)benzo[d]oxazol-2-yl)-2,2'-dimethyl-[1,1'-biphenyl]-3-yl)-6,7-dihydrothiazolo[5,4-c]pyridine-5(4H)-carboxylic acid tert-butyl ester